ClC=1N=C(C=2N(C1)N=CC2)OC2(CC(C2)NC(OC(C)(C)C)=O)C tert-butyl ((1s,3s)-3-((6-chloropyrazolo[1,5-a]pyrazin-4-yl)oxy)-3-methylcyclobutyl)carbamate